Cl.N1CCC(CC1)C=1C=C2C=NNC2=C(C1)C(=O)N (E)-5-(4-piperidinyl)-1H-indazole-7-carboxamide HCl